S1N=C(C=C1)NC([O-])=O (isothiazol-3-yl)carbamate